FC1=CC=C(C=C1)C=1C=C2CCC3(C(C2=CC1)NC(O[C@@H]1CN2CCC1CC2)=O)CC3 (S)-quinuclidin-3-yl (6'-(4-fluorophenyl)-3',4'-dihydro-1'H-spiro[cyclopropane-1,2'-naphthalen]-1'-yl)carbamate